6-(3-((1-cyclopropyl-1H-pyrazol-4-yl)oxy)azetidin-1-yl)-8-(2-fluoro-4-methoxyphenyl)-3-methyl-2-(trifluoromethyl)pyrimido[5,4-d]pyrimidin-4(3H)-one C1(CC1)N1N=CC(=C1)OC1CN(C1)C=1N=C(C=2N=C(N(C(C2N1)=O)C)C(F)(F)F)C1=C(C=C(C=C1)OC)F